CNC(=O)C1=CC=C(C=N1)C1=CC=2CC3OCCN(C3C2C=C1)C(=O)OC(C)(C)C tert-butyl 7-(6-(methylcarbamoyl)pyridin-3-yl)-2,3,9,9a-tetrahydroindeno[2,1-b][1,4]oxazine-4(4aH)-carboxylate